3,4-bis(di-methylphosphino)-thiophene CP(C1=CSC=C1P(C)C)C